N1C=CC2=C(C=CC=C12)[N] N-(4-indolyl)nitrogen